Ethyl (E)-3-(1-(((methylsulfonyl)oxy)methyl)Cyclopropyl)Acrylate CS(=O)(=O)OCC1(CC1)/C=C/C(=O)OCC